ethyl-N-(4-bromobenzyl)-N-tosylglycine C(C)C(N(S(=O)(=O)C1=CC=C(C)C=C1)CC1=CC=C(C=C1)Br)C(=O)O